IC1CCCCC1 p-iodocyclohexane